COC1=C(C=CC=C1)C1=C(C=CC=C1)P(C1=CC=CC=C1)(C1=CC=CC=C1)=O (2'-methoxy-[1,1'-biphenyl]-2-yl)diphenyl-phosphine oxide